The molecule is a hepoxilin having (5Z,9E,14Z) double bond stereochemistry, an (11S)-hydroxy substituent and a 14S,15S-epoxy group. It has a role as a human xenobiotic metabolite. It is a hepoxilin, an epoxy fatty acid, a hydroxy fatty acid, a long-chain fatty acid and a trienoic fatty acid. It is a conjugate acid of an 11(S)-hydroxy-14(S),15(S)-hepoxilin A3(1-). CCCCC[C@H]1[C@@H](O1)/C=C/[C@H](C/C=C\\C/C=C\\CCCC(=O)O)O